[Si](C)(C)(C(C)(C)C)OCC(N(C)C)C1=NC=CC(=C1)N (2-((tert-butyldimethylsilyl)oxy)-1-(dimethylamino)ethyl)pyridin-4-amine